ClC1=C2CCCN(C2=CC=C1)C(=O)[C@H]1N(CC[C@H]1O)C(=O)OC(C)(C)C 2-methylpropan-2-yl (2s,3r)-2-[(5-chloro-1,2,3,4-tetrahydroquinolin-1-yl) carbonyl]-3-hydroxytetrahydropyrrole-1-carboxylate